ClC=1C=C(C(=NC1)N1CCC(CC1)OC)[N+](=O)[O-] 5-chloro-2-(4-methoxypiperidin-1-yl)-3-nitropyridine